racemic-(6S,7R)-6-(3-methoxyphenyl)-4-azaspiro[2.4]heptane-7-carbonitrile COC=1C=C(C=CC1)[C@H]1CNC2(CC2)[C@@H]1C#N |r|